2-[[(1R)-1-[3,6-Dimethyl-4-oxo-2-[3-(2-pyridyl)azetidin-1-yl]chromen-8-yl]ethyl]amino]benzoic acid CC1=C(OC2=C(C=C(C=C2C1=O)C)[C@@H](C)NC1=C(C(=O)O)C=CC=C1)N1CC(C1)C1=NC=CC=C1